C(C1=CC=CC=C1)OC(=O)N[C@H](C(=O)O)CC1CCCC1 (2S)-2-(benzyloxycarbonylamino)-3-cyclopentyl-propanoic acid